FC(OC=1C=C(C=CC1)N1C(C(C2=CC(=CC=C12)C(=O)OCC)(C)CC)=O)F ethyl 1-(3-(difluoromethoxy)phenyl)-3-ethyl-3-methyl-2-oxoindoline-5-carboxylate